O=C1NC(CCC1N1C(N(C2=C1C=CC(=C2)NC2=CC=C(C=C2)C2=C(C=CC1=C(C(=C(C=C21)O)N2S(NC(C2)=O)(=O)=O)F)C(=O)N)C)=O)=O [4-[[1-(2,6-dioxo-3-piperidyl)-3-methyl-2-oxo-benzimidazol-5-yl]amino]phenyl]-5-fluoro-7-hydroxy-6-(1,1,4-trioxo-1,2,5-thiadiazolidin-2-yl)naphthalene-2-carboxamide